1,4-dioxa-7-azaspiro[4.4]nonane-8-carboxylate O1CCOC12CNC(C2)C(=O)[O-]